1,2-bis(5-azido-1-(trinitromethyl)-1H-1,2,4-triazol-3-yl)diazene N(=[N+]=[N-])C1=NC(=NN1C([N+](=O)[O-])([N+](=O)[O-])[N+](=O)[O-])N=NC1=NN(C(=N1)N=[N+]=[N-])C([N+](=O)[O-])([N+](=O)[O-])[N+](=O)[O-]